ClC1=C(OC=2C(=NC=CC2)OCC(=O)OCC=2C=NC(=CC2)C(F)(F)F)C=C(C(=C1)F)N1C(N(C(=CC1=O)C(F)(F)F)C)=O [6-(Trifluoromethyl)pyridin-3-yl]methyl [(3-{2-chloro-4-fluoro-5-[3-methyl-2,6-dioxo-4-(trifluoromethyl)-3,6-dihydropyrimidin-1(2H)-yl]phenoxy}pyridin-2-yl)oxy]acetate